tert-butyl 3-(1-(cyclohexylmethyl)-5-methyl-1H-pyrazol-4-yl)-6-(8-(thiazolo[5,4-b]pyridin-2-ylcarbamoyl)-3,4-dihydroisoquinolin-2(1H)-yl)picolinate C1(CCCCC1)CN1N=CC(=C1C)C=1C(=NC(=CC1)N1CC2=C(C=CC=C2CC1)C(NC=1SC2=NC=CC=C2N1)=O)C(=O)OC(C)(C)C